2-[4-(trifluoromethyl)phenyl]tetrahydropyrrole FC(C1=CC=C(C=C1)C1NCCC1)(F)F